CN1CC=2N(CC1)N=CC2C2=CC=C(C=N2)S(=O)(=O)NC=2C=CC=C1C=NN(C21)C 6-{5-methyl-4H,6H,7H-pyrazolo[1,5-a]pyrazin-3-yl}-N-(1-methylindazol-7-yl)pyridine-3-sulfonamide